tert-butyl (5-(((2-hydroxyethyl)amino)methyl)pyridin-3-yl)(methyl)carbamate OCCNCC=1C=C(C=NC1)N(C(OC(C)(C)C)=O)C